ClC1=C(C(=O)N(CC=2OC=CC2)CC2=C(C=CC(=C2)Cl)NC)C=CC=C1 2-chloro-N-(5-chloro-2-(methylamino)benzyl)-N-(furan-2-ylmethyl)benzamide